C1(CC1)C1=C(C(=NO1)C1=C(C=CC=C1Cl)Cl)\C=C/C1CC2CCC(C1)N2C=2SC1=C(N2)C(=CC(=C1)C(=O)O)F (Z)-2-(3-(2-(5-cyclopropyl-3-(2,6-dichlorophenyl)isoxazol-4-yl)vinyl)-8-azabicyclo[3.2.1]oct-8-yl)-4-fluorobenzo[d]thiazole-6-carboxylic acid